N-(5-(morpholine-4-carbonyl)-2-(piperidin-1-yl)phenyl)-5-(1H-pyrazol-4-yl)furan-2-carboxamide N1(CCOCC1)C(=O)C=1C=CC(=C(C1)NC(=O)C=1OC(=CC1)C=1C=NNC1)N1CCCCC1